Ethyl 6-(3,4-dimethylphenyl)-7-methyl-4-oxo-3-(trifluoromethyl)-4,5-dihydropyrazolo[1,5-a]pyrazine-2-carboxylate CC=1C=C(C=CC1C)C=1NC(C=2N(C1C)N=C(C2C(F)(F)F)C(=O)OCC)=O